[6,8-bis(trifluoromethyl)quinazolin-4-yl]-[1-[2-(5-cyano-2-pyridyl)-1,2,4-triazol-3-yl]ethyl]cyanamide FC(C=1C=C2C(=NC=NC2=C(C1)C(F)(F)F)N(C#N)C(C)C=1N(N=CN1)C1=NC=C(C=C1)C#N)(F)F